2-(difluoromethoxy)-N-((5-(2-methoxyphenyl)-1H-1,2,4-triazol-3-yl)methyl)nicotinamide FC(OC1=C(C(=O)NCC2=NNC(=N2)C2=C(C=CC=C2)OC)C=CC=N1)F